C1(CC1)C1=C(C(=NO1)C1=C(C=CC=C1Cl)Cl)CO[C@H]1[C@@H]2CN([C@H](C1)C2)C2=C(C=C(C=C2)C(CC(=O)OCC)C)F ethyl 3-(4-((1S,4S,5R)-5-((5-cyclopropyl-3-(2,6-dichlorophenyl)isoxazol-4-yl)methoxy)-2-azabicyclo[2.2.1]heptan-2-yl)-3-fluorophenyl)butanoate